FCC1=NC2=CC(=CC(=C2C=C1)F)F 2-monofluoromethyl-5,7-difluoroquinoline